5-(2-amino-3-((1-hydroxycyclohexyl)ethynyl)pyridin-4-yl)-2-fluorobenzonitrile NC1=NC=CC(=C1C#CC1(CCCCC1)O)C=1C=CC(=C(C#N)C1)F